COC1=C(C=CC(=C1)OC(F)(F)F)CCC(C)=O 4-(2-methoxy-4-trifluoromethoxy-phenyl)-butan-2-one